FC1=C(C(=CC=C1)OC)[C@@H]1[C@@H](O[C@@](C1)(C(F)(F)F)C)C(=O)NC1=CC(=NC=C1)C(=O)N (2R,3R,5S)-4-[[3-(2-Fluoro-6-methoxy-phenyl)-5-methyl-5-(trifluoromethyl)tetrahydrofuran-2-carbonyl]amino]pyridin-2-carboxamid